(2s,4s)-2-(4-(4-(difluoromethoxy)-3-methylphenyl)piperidine-1-carbonyl)-7-oxa-5-azaspiro[3.4]octan-6-one FC(OC1=C(C=C(C=C1)C1CCN(CC1)C(=O)C1CC2(C1)NC(OC2)=O)C)F